amino ketovalerate hydrochloride Cl.O=C(C(=O)ON)CCC